N-(5-(difluoromethoxy)-1H-pyrazol-3-yl)-6-((3-methyltetrahydrofuran-3-yl)methoxy)pyrazin-2-amine FC(OC1=CC(=NN1)NC1=NC(=CN=C1)OCC1(COCC1)C)F